ClC1=C(C=CC=C1)NC=1C(=CC(=CC1)N)C1=CC=CC=C1 N2-(2-chlorophenyl)biphenyl-2,5-diamine